(1R,3S)-3-((((1S,2S)-2-((2-(2,6-dioxopiperidin-3-yl)-1-oxoisoindolin-5-yl)oxy)cyclohexyl)amino)methyl)-1-methylcyclobutane-1-carbonitrile O=C1NC(CC[C@@H]1N1C(C2=CC=C(C=C2C1)O[C@@H]1[C@H](CCCC1)NCC1CC(C1)(C#N)C)=O)=O